ClC1=CC=C(OC(C(=O)[O-])C(C)C)C=C1 2-(4-chloro-phenoxy)-3-methylbutyrate